1,5-anhydro-2,3-dideoxy-3-(7-methoxy-6-((6-(1-methyl-1H-pyrazol-3-yl)pyridin-3-yl)methyl)-4-oxoquinazolin-3(4H)-yl)-L-threo-pentitol COC1=C(C=C2C(N(C=NC2=C1)[C@H]1CCOC[C@@H]1O)=O)CC=1C=NC(=CC1)C1=NN(C=C1)C